ClC1=C(C=C(C=C1)NC(=O)NC1=CC=C(C=C1)C1=CN(C(C=C1)=O)CC1=CC=C(C=C1)F)C(F)(F)F 1-(4-Chloro-3-(trifluoromethyl)phenyl)-3-(4-(1-(4-fluorobenzyl)-6-oxo-1,6-dihydropyridin-3-yl)phenyl)urea